C1(CC1)C1=NN(C=N1)C1CC2(CN(C2)C(=O)N2CC3(C2)CC(C3)OC3=CC=C(C=C3)C(F)(F)F)C1 [6-(3-cyclopropyl-1,2,4-triazol-1-yl)-2-azaspiro[3.3]heptan-2-yl]-[6-[4-(trifluoromethyl)phenoxy]-2-azaspiro[3.3]heptan-2-yl]methanone